CC(CC(C=1N=NNN1)NC1=NC=NC=C1)C [3-methyl-1-(2H-tetraazol-5-yl)butyl]-4-pyrimidinylamine